(S)-1-((5-(4-methoxy-1-(methyl(4-(5,6,7,8-tetrahydro-1,8-naphthyridin-2-yl)butyl)amino)-4-oxobutan-2-yl)pyridin-3-yl)oxy)-3,6,9,12-tetraoxapentadecan-15-oic acid hydrochloride Cl.COC(C[C@H](CN(CCCCC1=NC=2NCCCC2C=C1)C)C=1C=C(C=NC1)OCCOCCOCCOCCOCCC(=O)O)=O